FC1=C(C(=CC=C1C(=O)C1=CNC2=NC=C(C=C21)C=2C=NC(=NC2)SC)F)NS(=O)(=O)CCC N-(2,6-difluoro-3-(5-(2-(methylthio)pyrimidin-5-yl)-1H-pyrrolo[2,3-b]pyridine-3-carbonyl)phenyl)propane-1-sulfonamide